[N+](=[N-])=CC(CC[C@@H](C(=O)OC(C([2H])([2H])[2H])C([2H])([2H])[2H])NC([C@H](CCSC)OC([2H])([2H])[2H])=O)=O propan-2-yl-1,1,1,3,3,3-d6 (S)-6-diazo-2-((S)-2-(methoxy-d3)-4-(methylthio)butanamido)-5-oxohexanoate